sodium nitrilopropionate N#CCC(=O)[O-].[Na+]